P(O)(Cl)Cl.C(C)C(CO)O ethyl-ethylene glycol dichlorophosphite